C(C(O)C)(=O)[O-].CC1=C(C=NC(=C1)C)[C@H]1[NH+](CCC1)C (2S)-2-(4,6-dimethylpyridin-3-yl)-1-methylpyrrolidin-1-ium lactate